C(C)(C)(C)OC(=O)N1CC(CC=C1P(OC1=CC=CC=C1)OC1=CC=CC=C1)C 6-Diphenoxyphosphino-3-methyl-3,4-dihydro-2H-pyridine-1-carboxylic acid tert-butyl ester